sodium methoxybenzyl-glucosamine CO[C@@]1(C(O)(O[C@@H]([C@H]([C@@H]1O)O)CO)CC1=CC=CC=C1)N.[Na]